isopropyl 4-chloro-1H-pyrrolo[2,3-b]pyridine-5-carboxylate ClC1=C2C(=NC=C1C(=O)OC(C)C)NC=C2